CC1CCCCCC/C=C\\CCCCCCCC(=O)O[C@@H]2[C@H](O[C@H]([C@@H]([C@H]2O)O)O[C@@H]3[C@H]([C@@H]([C@H](O[C@H]3O1)COC(=O)C)O)O)COC(=O)C The molecule is also published in: https://doi.org/10.1007/BF02898308, Asmer, et al. (1988) Microbial production, structure elucidation, and bioconversion of sophorose lipids. JAOCS, 65: 1460-1466. It is a sophorolipid and a lactone.